1,2,3-propanetri-amine C(C(CN)N)N